ClC=1C=C(C=CC1)C(CO)NC(=O)C1=CN(C=C1)C1=NC(=NC=C1C)NC1=CC(=C(C=C1)C1CCNCC1)C N-(1-(3-chlorophenyl)-2-hydroxyethyl)-1-(5-methyl-2-((3-methyl-4-(piperidin-4-yl)phenyl)amino)pyrimidin-4-yl)-1H-pyrrole-3-carboxamide